C1(=CC=CC2=NC3=CC=CC=C3C=C12)CCC=1N=C(C(N(C1)[C@H](C(=O)OC)CC(C)C)=O)C methyl (S)-2-(5-(2-(acridin-1-yl) ethyl)-3-methyl-2-oxopyrazin-1(2H)-yl)-4-methylpentanoate